P(=O)(O)(O)O.F[As-](F)(F)(F)(F)F.[Na+] sodium hexafluoroarsenate phosphate